ClC1=C(C=CC(=C1)Cl)NC1=NC(=CC(=N1)OCC1=C(C=CC=C1)\C(\C(=O)OC)=C/OC)C(F)(F)F methyl (αE)-2-[[[2-[(2,4-dichlorophenyl)-amino]-6-(trifluoromethyl)-4-pyrimidinyl]oxy]methyl]-α-(methoxymethylene)benzene-acetate